IC1=CC=C(CNC2=C3N=CN(C3=NC=N2)[C@H]2[C@@H](O)[C@H](O)[C@H](O2)CO)C=C1 6-(4-iodobenzylamino)-9-β-D-arabinofuranosylpurine